C(C)(C)(C)N1C(C(CC1=O)CCC[Si](OCC)(OCC)OCC)=O N-tert-butyl-2-(3-triethoxysilylpropyl)succinimide